FC=1C=C(C=CC1N1CCN(CC1)C)NC(=O)C=1C(N(C2=CC=CC=C2C1O)CC(C)C)=O N-(3-fluoro-4-(4-methylpiperazin-1-yl)phenyl)-4-hydroxy-1-isobutyl-2-oxo-1,2-dihydroquinoline-3-carboxamide